C(C1=CC=CC=C1)OC(=O)N[C@H](C(=O)OC)CC12C(C(C1)C2)O methyl (2S)-2-[[(benzyloxy)carbonyl]amino]-3-[hydroxybicyclo[1.1.1]pentan-1-yl]propanoate